N-[7-benzyloxy-5-fluoro-6-(1,1,4-trioxo-1,2,5-thiadiazolidin-2-yl)-2-naphthyl]-2-[4-[1-(2,6-dioxo-3-piperidyl)-3-methyl-2-oxo-benzimidazol-5-yl]cyclohex-3-en-1-yl]acetamide C(C1=CC=CC=C1)OC1=C(C(=C2C=CC(=CC2=C1)NC(CC1CC=C(CC1)C1=CC2=C(N(C(N2C)=O)C2C(NC(CC2)=O)=O)C=C1)=O)F)N1S(NC(C1)=O)(=O)=O